2-(pyridin-2-yloxy)ethanamine Dihydrochloride Cl.Cl.N1=C(C=CC=C1)OCCN